CN(C)CC1=CC=C(C=C1)S(=O)(=O)NC(CC1=C(C=C(C=C1C(C)C)C1=C(C(=CC=C1)C)C)C(C)C)=O N-{4-[(dimethylamino)methyl]benzenesulfonyl}-2-[4-(2,3-dimethylphenyl)-2,6-bis(propan-2-yl)phenyl]acetamide